FC(C(=O)O)(F)F.C(#C)C=1C=C(C=CC1)NC(=O)C1CN(C1)C N-(3-ethynylphenyl)-1-methylazetidine-3-carboxamide trifluoroacetate